BrCC=1SC2=C(N1)C=C(C=C2)C(F)(F)F 2-(bromomethyl)-5-(trifluoromethyl)benzo[d]thiazole